[OH-].[Na+].[Na+].[OH-] disodium hydroxide salt